tert-butyl 4-[[4-[8-chloro-6-methyl-7-[(2-methyl-3H-benzimidazol-5-yl)oxy] quinoxalin-2-yl]pyrazol-1-yl]methyl]piperidine-1-carboxylate ClC=1C(=C(C=C2N=CC(=NC12)C=1C=NN(C1)CC1CCN(CC1)C(=O)OC(C)(C)C)C)OC1=CC2=C(N=C(N2)C)C=C1